(3as,4s,6as)-N-(3-chloro-4-fluorophenyl)-2,2-dimethyl-N-(methyl-d3)-5-(6-methyl-4-(trifluoromethyl)-pyridin-2-yl)-6-oxotetrahydro-4H-[1,3]dioxolo[4,5-c]pyrrole-4-carboxamide ClC=1C=C(C=CC1F)N(C(=O)[C@@H]1[C@H]2[C@@H](C(N1C1=NC(=CC(=C1)C(F)(F)F)C)=O)OC(O2)(C)C)C([2H])([2H])[2H]